BrCCC1=CC(=C(C(=C1)[N+](=O)[O-])CC(C)(C)OC(=O)C(=O)OC(C)(C)C)F tert-Butyl (4-(2-bromoethyl)-2-fluoro-6-nitrophenyl)(tert-butoxycarbonyl)carboxylate